(4-{[1,1'-biphenyl]-4-yl}(4-(naphthalene-2-yl)phenyl)aminophenyl)boronic acid C1(=CC=C(C=C1)C1=CC(=C(C=C1)B(O)O)NC1=CC=C(C=C1)C1=CC2=CC=CC=C2C=C1)C1=CC=CC=C1